NC=1C(=C(C(=O)O)C(=CC1SC1=C(C=CC=C1)C(=O)O)F)F 3-amino-4-((2-carboxyphenyl)thio)-2,6-difluorobenzoic acid